COC=1C=C(C=CC1)[C@@H]([C@@H](C=O)C)CC (2S,3R)-3-(3-methoxyphenyl)-2-methylpentanal